OC(C)(C)C1=CC=C(C=N1)C1=CC2=C(N=C3N2[C@H]2C4=C(C(N([C@@H]3C2)C([2H])([2H])[2H])=O)C=CC=C4C#C[Si](C(C)C)(C(C)C)C(C)C)C=C1 (7R,14R)-11-(6-(2-hydroxypropan-2-yl)pyridin-3-yl)-6-(methyl-d3)-1-((triisopropylsilyl)ethynyl)-6,7-dihydro-7,14-methanobenzo[f]benzo[4,5]imidazo[1,2-a][1,4]diazocin-5(14H)-one